isooctyl phosphate stearylamine salt C(CCCCCCCCCCCCCCCCC)N.P(=O)(OCCCCCC(C)C)(O)O